C(CC(=O)[O-])[C@@H](C(=O)[O-])NC(=O)CCC(=O)[O-] The molecule is trianion of N(2)-succinyl-L-glutamic acid arising from global deprotonation of the carboxy groups. It is a conjugate base of a N(2)-succinyl-L-glutamic acid.